pyridazinyl-(pyridazine) N1=NC(=CC=C1)C=1N=NC=CC1